C(CCC)C(COC(CCCCCCCCC(CCCCCCCCC)OC(=O)C1CCN(CC1)C)=O)CCCCCC 1-((2-butyloctyl) oxy)-1-oxononadec-10-yl-1-methylpiperidin-4-carboxylate